C(C)(=O)C1=C(NC2=C(C=CC(=C2C1=O)Cl)Br)S(=O)CC1=CC=C(S1)C#N 5-(((3-acetyl-8-bromo-5-chloro-4-oxo-1,4-dihydroquinolin-2-yl)sulfinyl)methyl)thiophene-2-carbonitrile